tert-butyl (1S,2S,3R,5R)-2-fluoro-3-((6-(2-(methoxymethoxy)-4-(1,3,4-oxadiazol-2-yl)phenyl)pyridazin-3-yl)oxy)-8-azabicyclo[3.2.1]octane-8-carboxylate F[C@H]1[C@@H]2CC[C@H](C[C@H]1OC=1N=NC(=CC1)C1=C(C=C(C=C1)C=1OC=NN1)OCOC)N2C(=O)OC(C)(C)C